4,7-dicyano-benzo[c][1,2,5]thiadiazole-5,6-diamine C(#N)C1=C(C(=C(C2=NSN=C21)C#N)N)N